[N+]1(=CC=CC=C1)S(=O)(=O)OCCCCCCCCCCCC(F)(F)F trifluoro-dodecyl pyridiniumsulfonate